N-[5-(2,6-difluoro-4-methoxyphenyl)-1-methyl-2-[6-(3-methyl-1H-pyrazol-1-yl)pyridin-2-yl]-3-oxo-2,3-dihydro-1H-pyrazol-4-yl]-4-(difluoromethoxy)benzamide FC1=C(C(=CC(=C1)OC)F)C1=C(C(N(N1C)C1=NC(=CC=C1)N1N=C(C=C1)C)=O)NC(C1=CC=C(C=C1)OC(F)F)=O